1-(5-(9-chloropyrazolo[5,1-a][2,6]naphthyridin-5-yl)-4-methylpyridin-2-yl)butan-1-one ClC1=NC=C2C=C(N3C(C2=C1)=CC=N3)C=3C(=CC(=NC3)C(CCC)=O)C